[Cl-].[Cl-].C1(=CC=CC=C1)C(=[Zr+2](C1=C(C(=CC=2C3=CC(=C(C=C3CC12)C(C)(C)C)C(C)(C)C)C(C)(C)C)C(C)(C)C)C1C=CC=C1)C1=CC(=CC=C1)C(F)(F)F phenyl(m-trifluoromethyl-phenyl)methylene(cyclopentadienyl)(2,3,6,7-tetra-tert-butylfluorenyl)zirconium dichloride